FC1=C(C=C(C=C1F)F)B(O)O (2,3,5-trifluorophenyl)boronic acid